N1=CC(=CC=C1)C1=NOC(=N1)C=1C=C(C#N)C=CC1 3-[3-(3-pyridyl)-1,2,4-oxadiazol-5-yl]benzonitrile